(R)-4-methyl-2-pentylamine CC(C[C@@H](C)N)C